NC1=C2C(=NC=N1)N(N=C2C2=CC=C1C=C(NC1=C2)C(=O)NC)C(C)(C)C 6-(4-amino-1-tert-butyl-pyrazolo[3,4-d]pyrimidin-3-yl)-N-methyl-1H-indole-2-carboxamide